1-((2-(6-(2-Ethyl-5-Fluoro-4-Hydroxyphenyl)-1H-Indazol-3-yl)-1H-Imidazol-4-yl)methyl)pyrrolidin-3-Carbonitril C(C)C1=C(C=C(C(=C1)O)F)C1=CC=C2C(=NNC2=C1)C=1NC=C(N1)CN1CC(CC1)C#N